5-(1-(1-methylpiperidin-4-yl)-1H-pyrazol-4-yl)-3-(5-phenylisoxazol-3-yl)pyridin-2-amine CN1CCC(CC1)N1N=CC(=C1)C=1C=C(C(=NC1)N)C1=NOC(=C1)C1=CC=CC=C1